N1C(NC2=C1C=CC=C2)=NC(=O)OC(C2=CC=CC=C2)=O ((1,3-dihydro-2H-benzo[d]imidazol-2-ylidene)carbamoyl)benzoate